BrC=1C=C(C=C(C1)CF)C[C@@H](C(=O)OC)NC(=O)OC(C)(C)C methyl (2S)-3-[3-bromo-5-(fluoromethyl)phenyl]-2-[(tert-butoxycarbonyl)amino]propanoate